tert-butyl 4-((1s,4s)-4-aminocyclohexyl)piperazine-1-carboxylate NC1CCC(CC1)N1CCN(CC1)C(=O)OC(C)(C)C